ClC=1C=CC2=C(CC3(OCCO3)CC(N2)=O)C1 7-chloro-1,5-dihydrospiro[1-benzazepine-4,2'-[1,3]dioxolane]-2(3H)-one